N-(2-methoxy-3,5-dimethylisonicotinyl)-O-((1r,3r)-3-(2-(5,6,7,8-tetrahydro-1,8-naphthyridin-2-yl)ethyl)cyclobutyl)-L-homoserine COC=1C(=C(CN[C@@H](CCOC2CC(C2)CCC2=NC=3NCCCC3C=C2)C(=O)O)C(=CN1)C)C